N(=O)[O-].[Na+].C1=CC=CC=2C3=CC=CC=C3C(=C(C12)N)N phenanthrene-9,10-diamine compound with sodium nitrite